ClC=1C=C(C=C(C1)Cl)C=1C=CC=C2C(=C(C=NC12)NC(=O)[C@@H]1CCOC2=CC=CC=C12)N(C)C |r| (4R) and (4S)-N-[8-(3,5-dichlorophenyl)-4-(dimethylamino)-3-quinolyl]chromane-4-carboxamide